hypoborate B([O-])([O-])B([O-])[O-]